2-((3-chloro-2-(1-methylcyclopropylmethoxy)phenyl)amino)benzoic acid ClC=1C(=C(C=CC1)NC1=C(C(=O)O)C=CC=C1)OCC1(CC1)C